tert-butyl N-(4-formylpyridin-2-yl)carbamate C(=O)C1=CC(=NC=C1)NC(OC(C)(C)C)=O